C(C)N1CC2(CN(C2)C2=CC=C(N=N2)N)C1 6-(6-Ethyl-2,6-diazaspiro[3.3]heptan-2-yl)pyridazin-3-amine